N-((3-fluoro-4-(3-(hydroxymethyl)benzofuran-5-yl)pyridin-2-yl)methyl)-2-methylpropane-2-sulfinamide FC=1C(=NC=CC1C=1C=CC2=C(C(=CO2)CO)C1)CNS(=O)C(C)(C)C